C(CCCCCCCCCCC)OC1=CC=C2C=C3C(C=CC(C3=CC2=C1OCCCCCCCCCCCC)=O)=O (l)-7,8-bis(dodecyloxy)anthracene-1,4-dione